5-CHLORO-2-FLUOROPYRIDINE-4-BORONIC ACID ClC=1C(=CC(=NC1)F)B(O)O